C(#N)C=1C=C(C=NC1)[C@H]1N(OCC1)C(=O)[C@H]1[C@H](CN(CC1)C1=NC=CC(=N1)C(=O)N)F 2-[(3R,4S)-4-[(3S)-3-(5-cyano-3-pyridinyl)isoxazolidine-2-carbonyl]-3-fluoro-1-piperidinyl]pyrimidine-4-carboxamide